N-p-fluorophenyl-1,3,4-oxadiazol-2-amine FC1=CC=C(C=C1)NC=1OC=NN1